N-[3-[[3-cyclopropyl-1-(2-fluoro-4-iodo-phenyl)-6,8-dimethyl-2,4,7-trioxo-pyrido[2,3-d]pyrimidin-5-yl]amino]-1-bicyclo[1.1.1]pentanyl]carbamate C1(CC1)N1C(N(C2=C(C1=O)C(=C(C(N2C)=O)C)NC21CC(C2)(C1)NC([O-])=O)C1=C(C=C(C=C1)I)F)=O